8,9-dihydro-[1,4]dioxino[2,3-h]quinazolin-4-amine N1=CN=C(C2=CC=C3C(=C12)OCCO3)N